ethyl 2-((5,6-dihydro-4H-cyclopenta[d]thiazol-2-yl) amino)-1-methyl-1H-benzo[d]imidazole-5-carboxylate S1C(=NC2=C1CCC2)NC2=NC1=C(N2C)C=CC(=C1)C(=O)OCC